C1(=CC(=CC=C1)NC1=C(C=NC=C1)S(=O)(=O)N)C 4-(3-toluylamino)-3-pyridinesulfonamide